C(C)(C)(C)OC(=O)N1C[C@H](CC1)N1N=C(C(=C1Br)C#N)Br (S)-3-(3,5-dibromo-4-cyano-1H-pyrazol-1-yl)pyrrolidine-1-carboxylic acid tert-butyl ester